(1R,4r)-4-((3,5-difluoro-4-((1R,3R)-2-(2-fluoro-2-methylpropyl)-3-methyl-2,3,4,9-tetrahydro-1H-pyrido[3,4-b]indol-1-yl)phenoxy)methyl)cyclohexane-1-carbaldehyde FC=1C=C(OCC2CCC(CC2)C=O)C=C(C1[C@H]1N([C@@H](CC2=C1NC1=CC=CC=C21)C)CC(C)(C)F)F